(3-fluoro-4-(pyridin-2-yl)phenyl)methanamine FC=1C=C(C=CC1C1=NC=CC=C1)CN